7,9,11,12,13,15,16,17-octahydro-6H-cyclopenta[a]phenanthrene-3-carboxamide C1=CC(=CC=2CCC3=C4CCCC4CCC3C12)C(=O)N